(1r,4R)-4-(3-chloroanilino)-2'-[3-{[(5R)-5-methyl-5,6,7,8-tetrahydroquinolin-4-yl]oxy}-2-(pyridin-2-yl)propyl]spiro[cyclohexane-1,1'-indene]-4-carboxylic acid ClC=1C=C(NC2(CCC3(C(=CC4=CC=CC=C34)CC(COC3=CC=NC=4CCC[C@H](C34)C)C3=NC=CC=C3)CC2)C(=O)O)C=CC1